2'-(methylthio)-3,4,5',8'-tetrahydro-1H,6'H-spiro[naphthalene-2,7'-quinazoline]-4'-yl trifluoromethanesulfonate FC(S(=O)(=O)OC1=NC(=NC=2CC3(CCC12)CC1=CC=CC=C1CC3)SC)(F)F